ClC1=C(N(C(C2=C(C=CC=C12)C1=NOC=N1)=O)C1=CC=CC=C1)[C@H](C)NC=1C2=C(N=CN1)N=CC=C2 (S)-4-((1-(4-chloro-8-(1,2,4-oxadiazol-3-yl)-1-oxo-2-phenyl-1,2-dihydroisoquinolin-3-yl)ethyl)amino)pyrido[2,3-d]Pyrimidin